5-(alpha-bromobutyryl)-8-hydroxyquinolone BrC(C(=O)C1=C2C=CC(NC2=C(C=C1)O)=O)CC